(1R,2S)-2-((S)-5H-imidazo[5,1-a]isoindol-5-yl)-7-((1,3,5-trimethyl-1H-pyrazol-4-yl)sulfonyl)-7-azaspiro[3.5]nonan-1-ol C=1N=CN2C1C1=CC=CC=C1[C@@H]2[C@H]2[C@H](C1(C2)CCN(CC1)S(=O)(=O)C=1C(=NN(C1C)C)C)O